methyl 2-amino-4-cyclobutyl-1,3-benzothiazole-6-carboxylate NC=1SC2=C(N1)C(=CC(=C2)C(=O)OC)C2CCC2